1-((R)-2-(3-((2-(4-methoxypiperidin-1-yl)pyrimidin-4-yl)amino)-8-((2R,3S)-2-methyl-3-(((trifluoromethyl)sulfonyl)methyl)azetidin-1-yl)isoquinolin-5-yl)azetidin-1-yl)prop-2-en-1-one COC1CCN(CC1)C1=NC=CC(=N1)NC=1N=CC2=C(C=CC(=C2C1)[C@@H]1N(CC1)C(C=C)=O)N1[C@@H]([C@H](C1)CS(=O)(=O)C(F)(F)F)C